4-(2,6-difluoro-4-(1-methyl-1H-pyrazol-4-yl)phenyl)-3-methyl-1-(1-((2-(trimethylsilyl)ethoxy)methyl)-1H-benzo[d]imidazol-5-yl)azetidin-2-one FC1=C(C(=CC(=C1)C=1C=NN(C1)C)F)C1C(C(N1C1=CC2=C(N(C=N2)COCC[Si](C)(C)C)C=C1)=O)C